C1(=CC=CC=C1)P(CCCN)C1=CC=CC=C1 3-(Diphenylphosphino)propylamine